ClC1=CC=C(C=C1)C(C(N1CCC2=CC=C(C=C12)OC(F)(F)F)=O)NC=1C=C(OC[C@@H]2[C@H](C2)C(=O)O)C=C(C1)OC |o1:30,31| (1S*,2S*)-2-((3-((1-(4-chlorophenyl)-2-oxo-2-(6-(trifluoromethoxy)indolin-1-yl)ethyl)amino)-5-methoxyphenoxy)methyl)-cyclopropanecarboxylic Acid